1-cyclopropyl-4-methylpentan-1-ol C1(CC1)C(CCC(C)C)O